5-bromo-1-methylpyrazolo[4,3-b]pyridine BrC1=CC=C2C(=N1)C=NN2C